6-[[(3R)-1-Ethyl-3-piperidyl]amino]-3-(4-hydroxy-2,3-dihydro-benzofuran-5-yl)-4-methyl-1,2,4-triazin-5-one C(C)N1C[C@@H](CCC1)NC=1C(N(C(=NN1)C=1C=CC2=C(CCO2)C1O)C)=O